3-chloro-1-(3-chloropyridin-2-yl)-4,5-dihydro-1H-pyrazole-5-carboxylic acid ethyl ester (ethyl 3-chloro-1-(3-chloropyridin-2-yl)-4,5-dihydro-1H-pyrazole-5-carboxylate) C(C)C1C(=NN(C1C(=O)O)C1=NC=CC=C1Cl)Cl.C(C)OC(=O)C1CC(=NN1C1=NC=CC=C1Cl)Cl